1-[4-[4-[6-chloro-4-(trifluoromethyl)-2-pyridinyl]piperazin-1-yl]sulfonylphenyl]-4-(pyrrolidin-3-ylamino)pyrrolidin-2-one ClC1=CC(=CC(=N1)N1CCN(CC1)S(=O)(=O)C1=CC=C(C=C1)N1C(CC(C1)NC1CNCC1)=O)C(F)(F)F